(S)-3-((2-chloro-5-((1-isopropyl-1H-pyrazol-4-yl)ethynyl)pyridin-4-yl)amino)butan-1-ol ClC1=NC=C(C(=C1)N[C@H](CCO)C)C#CC=1C=NN(C1)C(C)C